2-(5-aminobenzofuran-6-yl)propan-2-ol NC=1C(=CC2=C(C=CO2)C1)C(C)(C)O